C1(=CC=CC=2C(=CC=CC12)S(=O)(=O)Cl)S(=O)(=O)Cl naphthalene-1,5-disulfonyl chloride